methylheptadecen-1-ol CC(=CCCCCCCCCCCCCCCC)O